C(C1=CC=CC=C1)[N+]1=CSC=C1C 3-benzyl-4-methylthiazolium